C(C1=CC=CC=C1)[N+](C)(C)CCCCCCCCC benzylnonyldimethylammonium